(3R)-3-[(4S)-4-[2-[2-fluoro-5-[(4,6,7-trifluoro-1H-indol-5-yl)oxy]phenyl]-1H-imidazol-4-yl]-4-methyl-chroman-8-yl]butanoic acid FC1=C(C=C(C=C1)OC=1C(=C2C=CNC2=C(C1F)F)F)C=1NC=C(N1)[C@]1(CCOC2=C(C=CC=C12)[C@@H](CC(=O)O)C)C